ClC=1NC=C(C1)CO (2-chloroAzol-4-yl)methanol